N,5-Dimethyl-2-[5-(methylsulfonyl)-3,4'-bipyridin-2'-yl]-1H-imidazol-4-carboxamid CNC(=O)C=1N=C(NC1C)C1=NC=CC(=C1)C=1C=NC=C(C1)S(=O)(=O)C